Tert-butyl N-[3-[3-[[2-(2,6-dioxo-3-piperidyl)-1,3-dioxo-isoindolin-4-yl]amino]propoxy] propyl]carbamate O=C1NC(CCC1N1C(C2=CC=CC(=C2C1=O)NCCCOCCCNC(OC(C)(C)C)=O)=O)=O